BrC=1C=C(CC=2C=C(SC2)C(=O)C=2C(=NC=NC2)N[C@@H]2C[C@@H]([C@H](C2)O[Si](C(C)C)(C(C)C)C(C)C)CO)C=CC1 [4-(3-Bromobenzyl)-2-thienyl][4-({(1R,3R,4S)-3-(hydroxymethyl)-4-[(triisopropylsilyl)oxy]cyclopentyl}amino)pyrimidin-5-yl]methanone